BrC1=CC=C2C(=N1)C(=CN2)C2N(CCC1=CC(=CC=C21)C2=CC=CC=C2)C(=O)N (5-bromo-1H-pyrrolo[3,2-b]pyridin-3-yl)-6-phenyl-3,4-dihydroisoquinoline-2(1H)-carboxamide